6-methoxy-6,7-dihydro-5H-pyrazolo[5,1-b][1,3]oxazine COC1CN2C(OC1)=CC=N2